2-butylhexyl (S)-3-(3,5-difluorophenyl)-2-(((S)-(perfluorophenoxy)(phenoxy)phosphoryl)amino)propanoate FC=1C=C(C=C(C1)F)C[C@@H](C(=O)OCC(CCCC)CCCC)N[P@](=O)(OC1=CC=CC=C1)OC1=C(C(=C(C(=C1F)F)F)F)F